CC(C)N1N=CC=2C=NC(=CC21)NC2=NC(=CC(=N2)N2CCC(CC2)NC(CCC#C)=O)N2CCCC2 N-{1-[2-{[1-(propan-2-yl)-1H-pyrazolo[4,3-c]pyridin-6-yl]amino}-6-(pyrrolidin-1-yl)pyrimidin-4-yl]piperidin-4-yl}pent-4-ynamide